C1(=CC=CC=C1)C#C/C=C/C(=O)[O-] (E)-5-phenylpent-2-en-4-ynoate